5-(cyclopent-1-en-1-yl)-2-(3-methoxy-2,6-dimethylbenzyl)-6-methylpyridazin-3(2H)-one C1(=CCCC1)C1=CC(N(N=C1C)CC1=C(C(=CC=C1C)OC)C)=O